chloro-7-fluoro-3-(1H-imidazol-1-yl)-5-methoxy-1-methyl-2-(3-(trifluoromethyl)-1H-1,2,4-triazol-5-yl)-1H-indole ClC1=C2C(=C(N(C2=C(C=C1OC)F)C)C1=NC(=NN1)C(F)(F)F)N1C=NC=C1